CC(CN(C1=NC=2N(C(=N1)NCC1=NN=C(N1)C1=CC=CC=C1)N=CC2C(C)C)C)(C)O 2-methyl-1-{methyl[4-{[(5-phenyl-4H-1,2,4-triazol-3-yl)methyl]amino}-8-(propan-2-yl)pyrazolo[1,5-a][1,3,5]triazin-2-yl]amino}propan-2-ol